C(C)(=O)NNC(=O)C1=CC2=C(N(C(C1)=O)CC1=CC=C(C=C1)OC)C=C(C=C2)Br N'-acetyl-8-bromo-1-(4-methoxybenzyl)-2-oxo-2,3-dihydro-1H-benzo[b]azepine-4-carbohydrazide